2-(4-(3-cyclobutyl-1,2,4-oxadiazol-5-yl)piperidin-1-yl)-5-methyl-8-nitro-6-(trifluoromethyl)-4H-benzo[e][1,3]thiazin-4-one C1(CCC1)C1=NOC(=N1)C1CCN(CC1)C=1SC2=C(C(N1)=O)C(=C(C=C2[N+](=O)[O-])C(F)(F)F)C